(R)-5-(3-((1-(ethyl-d5)piperidin-3-yl)amino)-5-methyl-1,2,4-triazin-6-yl)benzothiophene-4-ol C(C([2H])([2H])[2H])(N1C[C@@H](CCC1)NC=1N=NC(=C(N1)C)C1=CC=C2C(C=CS2)=C1O)([2H])[2H]